P(O)(=O)(OP(=O)(O)OP(=O)(O)O)OC[C@@H]1[C@H]([C@H]([C@@](O1)(C1=CNC(=O)NC1=O)CC)O)O ethyl pseudouridine-5'-triphosphate